C12COCC(CN(C1)C=1SC3=C(N1)C=CC(=C3C(=O)N[C@@H]3[C@H]1CC[C@@H]([C@@H]3C(NC34CC(C3)(C4)C(F)(F)F)=O)C1)OC)C2 2-(3-Oxa-7-azabicyclo[3.3.1]nonan-7-yl)-6-methoxy-N-((1S,2R,3S,4R)-3-((3-(trifluoromethyl)bicyclo[1.1.1]pentan-1-yl)carbamoyl)bicyclo[2.2.1]heptan-2-yl)benzo[d]thiazole-7-carboxamide